[N+](=O)([O-])C1=CC(=NC=C1)[C@H]([C@H](C)O)O |r| rac-(1R,2S)-1-(4-nitro-2-pyridyl)propane-1,2-diol